BrC=1C=C2C=C(C=NC2=CC1)C1=C(N=CN1C(C)C)C1=CC=C(C=C1)F 6-bromo-3-(4-(4-fluorophenyl)-1-isopropyl-1H-imidazol-5-yl)quinoline